C(CCC)/C(=C(/C(=O)O)\CCCC)/C(=O)O.C(\C=C/C(=O)OCCCC)(=O)OCCCC dibutyl maleate (Dibutyl maleate)